4-(3-(2-methyl-5-nitro-1H-imidazol-1-yl)propyl)piperazine-1-carboxylic acid tert-butyl ester C(C)(C)(C)OC(=O)N1CCN(CC1)CCCN1C(=NC=C1[N+](=O)[O-])C